3-(3-(2-chloro-5-fluoropyrimidin-4-yl)phenyl)-1,3-oxazinan-2-one ClC1=NC=C(C(=N1)C=1C=C(C=CC1)N1C(OCCC1)=O)F